O\N=C\C(\C(=O)OCC)=N/NC=1C=NSC1 Ethyl (2E,3E)-3-(hydroxyimino)-2-[2-(1,2-thiazol-4-yl)hydrazinylidene]propanoate